methyl ((1R,3R)-3-(8-(2,2-dimethyl-2,3-dihydrobenzofuran-5-yl)-3-(methyl-d3)-2-oxo-6-(phenylsulfonyl)-3,6-dihydroimidazo[4,5-d]pyrrolo[2,3-b]pyridin-1(2H)-yl)cyclopentyl)carbamate CC1(OC2=C(C1)C=C(C=C2)C2=CN(C1=NC=C3C(=C12)N(C(N3C([2H])([2H])[2H])=O)[C@H]3C[C@@H](CC3)NC(OC)=O)S(=O)(=O)C3=CC=CC=C3)C